CC1=CC(=CC(=N1)N1C[C@H]2[C@@H]([C@H]1C1=NN=CN1C=1C=C(C=CC1)C)CCC2)C(F)(F)F (3S,3aS,6aR)-2-(6-methyl-4-(trifluoromethyl)pyridin-2-yl)-3-(4-(m-tolyl)-4H-1,2,4-triazol-3-yl)hexahydrocyclopenta[c]pyrrole